OCNCC(S(=O)(=O)O)C N-(hydroxymethyl)methyl-2-aminoethanesulfonic acid